CN(C1(CCC2(CN(C(N2)=O)C=2C=NC(=NC2)C(F)(F)F)CC1)C=1SC=CC1)C Trans-8-dimethylamino-8-thiophen-2-yl-3-[2-(trifluoromethyl)-pyrimidin-5-yl]-1,3-diazaspiro[4.5]decan-2-one